O1CCC(CC1)OCC=1C=C(C=CC1)B(O)O 3-(TETRAHYDROPYRAN-4-YLOXYMETHYl)PHENYLBORONIC ACID